FC1=C(C=CC=C1)C1(C2CCN(CC12)C1=CN=C2C(=N1)NN=C2C2=C1C=CC=NC1=CC=C2)CN [7-(2-fluorophenyl)-3-(3-quinolin-5-yl-1H-pyrazolo[3,4-b]pyrazin-6-yl)-3-azabicyclo[4.1.0]heptan-7-yl]methanamine